(R)-N-(2-methoxy-4-(4-morpholinopiperidin-1-yl)phenyl)-5-(piperidin-3-ylamino)pyrazolo[1,5-a]pyrimidine-3-carboxamide COC1=C(C=CC(=C1)N1CCC(CC1)N1CCOCC1)NC(=O)C=1C=NN2C1N=C(C=C2)N[C@H]2CNCCC2